1-methyl-6-(pyridin-2-yl)-1H-pyrazolo[3,4-d]pyrimidin-4(5H)-one CN1N=CC2=C1N=C(NC2=O)C2=NC=CC=C2